1-(3-iodobenzyl)-3,4-dimethylpyridin-2(1H)-one IC=1C=C(CN2C(C(=C(C=C2)C)C)=O)C=CC1